2-(1H-pyrazol-4-yl)-4-[4-[6-(trifluoromethyl)imidazo[1,2-a]pyridin-3-yl]pyrimidin-2-yl]morpholin N1N=CC(=C1)C1CN(CCO1)C1=NC=CC(=N1)C1=CN=C2N1C=C(C=C2)C(F)(F)F